tridecylate aluminum [Al+3].C(CCCCCCCCCCCC)(=O)[O-].C(CCCCCCCCCCCC)(=O)[O-].C(CCCCCCCCCCCC)(=O)[O-]